1-(2-morpholinoethyl)-1H-indol O1CCN(CC1)CCN1C=CC2=CC=CC=C12